(thiobis(4,1-phenylene))bis(diphenylsulfonium) bis(hexafluorophosphate) F[P-](F)(F)(F)(F)F.F[P-](F)(F)(F)(F)F.S(C1=CC=C(C=C1)[S+](C1=CC=CC=C1)C1=CC=CC=C1)C1=CC=C(C=C1)[S+](C1=CC=CC=C1)C1=CC=CC=C1